C(#N)C1=CC=2C(N=C1)=CN(N2)CC2=C1C=CN(C1=C(C=C2OC)C)C(=O)OC(C)(C)C tert-butyl 4-((6-cyano-2H-pyrazolo[4,3-b]pyridin-2-yl)methyl)-5-methoxy-7-methyl-1H-indole-1-carboxylate